[Cu]=O.[Co] cobalt-copper-oxide